2-(3,4-dimethoxy-2-methylsulfanyl-phenyl)ethylamine COC=1C(=C(C=CC1OC)CCN)SC